3-cyclopropyl-5-[(2,2-dioxo-3,4-dihydro-1H-2lambda6,1,3-benzothiadiazin-7-yl)oxy]-1-(2-fluoro-4-iodophenyl)-6,8-dimethylpyrido[2,3-d]pyrimidine-2,4,7-trione C1(CC1)N1C(N(C2=C(C1=O)C(=C(C(N2C)=O)C)OC2=CC1=C(CNS(N1)(=O)=O)C=C2)C2=C(C=C(C=C2)I)F)=O